O[C@@]1(CC[C@@]2([C@H]3CC[C@@]4([C@H](CC[C@H]4[C@@H]3CC[C@H]2C1)C(CN1C=NC=C1)=O)C)C)COC([2H])([2H])[2H] 1-((3R,5S,8R,9S,10S,13S,14S,17S)-3-hydroxy-3-((methoxy-d3)methyl)-10,13-dimethylhexadecahydro-1H-cyclopenta[a]phenanthren-17-yl)-2-(1H-imidazol-1-yl)ethan-1-one